1-(2-(4-(8-Chloro-7-((2-methyl-1-((2-(trimethylsilyl)ethoxy)methyl)-1H-benzo[d]imidazol-6-yl)oxy)quinoxalin-2-yl)-1H-pyrazol-1-yl)ethyl)pyrrolidin-3-ol ClC=1C(=CC=C2N=CC(=NC12)C=1C=NN(C1)CCN1CC(CC1)O)OC=1C=CC2=C(N(C(=N2)C)COCC[Si](C)(C)C)C1